ClC=1C(=C(C=CC1OC1COC1)NC=1C2=C(N=CN1)C=CC(=N2)N2[C@@H]1CN([C@H](C2)C1)C(C=C)=O)F 1-((1S,4S)-5-(4-((3-chloro-2-fluoro-4-(oxetan-3-yloxy)phenyl)amino)pyrido[3,2-d]pyrimidin-6-yl)-2,5-diazabicyclo[2.2.1]heptan-2-yl)prop-2-en-1-one